N-{4-chloro-3-[4-(4-cyanophenyl)-6-oxo-1,6-dihydropyrimidin-2-yl]benzyl}isobutyramide ClC1=C(C=C(CNC(C(C)C)=O)C=C1)C=1NC(C=C(N1)C1=CC=C(C=C1)C#N)=O